7-bromo-5-chloro-8-fluoro-3-methyl-1H-quinazoline-2,4-dione BrC1=CC(=C2C(N(C(NC2=C1F)=O)C)=O)Cl